FC(C1=CC=C2C(COCC2=C1)O)(F)F 7-(trifluoromethyl)isochroman-4-ol